ClC1=C(C=C(C=C1C)N1[C@H](CNCC1)C)C (2S)-1-(4-chloro-3,5-dimethyl-phenyl)-2-methyl-piperazine